4'-(3-methoxy-4-(4-methyl-1H-imidazol-1-yl)benzoyl)-[1,1'-biphenyl]-3-carboxylic acid methyl ester COC(=O)C=1C=C(C=CC1)C1=CC=C(C=C1)C(C1=CC(=C(C=C1)N1C=NC(=C1)C)OC)=O